3-amino-1-(tert-butyl)-1H-pyrazol NC1=NN(C=C1)C(C)(C)C